OCC1(CCCC1)N 1-hydroxymethyl-cyclopentylamine